FC1=CC=CC=2C(=N[C@@H](C(NC21)=O)NC(=O)C=2C(=NN1C2OCC(C1)CS(=O)(=O)C)C1=C(C=CC=C1)F)C1=CC=CC=C1 N-[(3S)-9-fluoro-2-oxo-5-phenyl-1,3-dihydro-1,4-benzodiazepin-3-yl]-2-(2-fluorophenyl)-6-(methylsulfonylmethyl)-6,7-dihydro-5H-pyrazolo[5,1-b][1,3]oxazine-3-carboxamide